ClC1=C2C=NN(C2=CC(=C1C(=C)F)C(F)(F)F)C1OCCCC1 4-chloro-5-(1-fluorovinyl)-1-(tetrahydro-2H-pyran-2-yl)-6-(trifluoromethyl)-1H-indazole